C(C=C)C(CSC)O (methyl) allyl-2-hydroxyethyl sulfide